[Si](C)(C)(C(C)(C)C)OC[C@@H](C1=CC=C(C=C1)C#C)NC(=O)[C@H]1N(C[C@@H](C1)O)C(=O)[C@H](C(C)(C)C)NC(CCCCCCCCC(=O)OC)=O methyl 10-[[(1S)-1-[(2S,4R)-2-[[(1R)-2-[tert-butyl(dimethyl)silyl]oxy-1-(4-ethynylphenyl)ethyl]carbamoyl]-4-hydroxy-pyrrolidine-1-carbonyl]-2,2-dimethyl-propyl]amino]-10-oxo-decanoate